4,4'-((1S,2S,3R,4R)-3,4-dimethylcyclobutane-1,2-diyl)bis(1,3-dimethyloxybenzene) C[C@H]1[C@@H]([C@H]([C@@H]1C)C1=C(C=C(C=C1)OC)OC)C1=C(C=C(C=C1)OC)OC